8-Bromoxanthine BrC1=NC=2NC(NC(C2N1)=O)=O